BrC1=C(C=C(C(=O)N2CC=3N(CC2)C(N(C3C(=O)NCC3=C(C=CC=C3)C3=NC=NC=C3)C3=CC=C(C=C3)OC3CC3)=O)C=C1)Cl 7-(4-bromo-3-chloro-benzoyl)-2-[4-(cyclopropoxy)phenyl]-3-oxo-N-[(2-pyrimidin-4-ylphenyl)methyl]-6,8-dihydro-5H-imidazo[1,5-a]pyrazine-1-carboxamide